tert-Butyl N-(6,7-dichloro-2-(2-methoxy ethyl)-1-oxo-3,4-dihydropyrazino[1,2-a]indol-9-yl)carbamate ClC1=C(C=C(C=2C=C3N(C12)CCN(C3=O)CCOC)NC(OC(C)(C)C)=O)Cl